(Cyanomethyl)triphenylphosphonium chloride [Cl-].C(#N)C[P+](C1=CC=CC=C1)(C1=CC=CC=C1)C1=CC=CC=C1